1,2,4-Trihydroxymethylpyridinium OC[N+]1=C(C=C(C=C1)CO)CO